2-((tert-Butoxycarbonyl)amino)-3-((S)-2-oxopyrrolidin-3-yl-5,5-d2)propanoic acid methyl ester COC(C(C[C@H]1C(NC(C1)([2H])[2H])=O)NC(=O)OC(C)(C)C)=O